COC(C1CCN(CC1)C1=CC=C(C=C1)N1C(N(C(CC1)=O)CC1=CC=C(C=C1)OC)=O)OC 1-[4-[4-(dimethoxymethyl)-1-piperidyl]phenyl]-3-[(4-methoxyphenyl)methyl]hexahydropyrimidine-2,4-dione